COC1=CC=C(C=C1)C1=CNC2=CC=C(C=C12)C(=O)O 3-(4-methoxyphenyl)-1H-indole-5-carboxylic acid